6-fluoro-3-(2-fluoro-6-methylphenyl)-3,4-dihydroquinazolin FC=1C=C2CN(C=NC2=CC1)C1=C(C=CC=C1C)F